3-endo-(8-{2-[adamantan-1-ylmethyl-(2-hydroxyacetyl)amino]ethyl}-8-azabicyclo[3.2.1]oct-3-yl)-benzamide TFA salt OC(=O)C(F)(F)F.C12(CC3CC(CC(C1)C3)C2)CN(CCN2C3CC(CC2CC3)C3=C(C(=O)N)C=CC=C3)C(CO)=O